(E)-1-(4-((2-(2-fluoro-4-(trifluoromethyl)styryl)oxazol-4-yl)methoxy)phenyl)-4-(1H-1,2,3-triazol-1-yl)butan-1-ol FC1=C(/C=C/C=2OC=C(N2)COC2=CC=C(C=C2)C(CCCN2N=NC=C2)O)C=CC(=C1)C(F)(F)F